(8-amino-2-(2-fluoro-6-(1-((1-methyl-1H-pyrazol-4-yl)methyl)-1H-pyrazol-4-yl)benzyl)-[1,2,4]triazolo[1,5-a]pyrazin-6-yl)-2-fluorobenzonitrile NC=1C=2N(C=C(N1)C=1C(=C(C#N)C=CC1)F)N=C(N2)CC2=C(C=CC=C2C=2C=NN(C2)CC=2C=NN(C2)C)F